CC=1C(=NC(=NC1)NC1=CC=C(C=C1)N1CCN(CC1)C)NC1=CC(=C(C=C1)OC)OC 5-Methyl-N4-(3,4-Dimethoxyphenyl)-N2-[4-(4-methylpiperazin-1-yl)phenyl]pyrimidine-2,4-diamine